sodium octanoyl hydroxyethyl-sulfonate OCCS(=O)(=O)OC(CCCCCCC)=O.[Na]